CS(=O)(=O)OC(CC1=C(C=CC=C1)CC[C@H](O)C1=C(C=CC=C1)C=CC1=NC2=CC(=CC=C2C=C1)Cl)C (2-(3S)-(3-(2-(7-chloro-2-quinolyl)-vinyl-phenyl)-3-hydroxypropyl)-phenyl)-2-propanol methanesulfonate